C(CCCCCCCCC)(=O)NCC(=O)O Nα-caprinoylglycine